6-(1-(4-(2,6-dioxopiperidin-3-yl)phenethyl)piperidin-4-yl)-2-(4-phenoxyphenyl)-9,10-dihydro-4H-benzo[d]pyrazolo[1,5-a][1,3]diazepine-3-carboxamide O=C1NC(CCC1C1=CC=C(CCN2CCC(CC2)C=2C=CC3=C(NC=4N(CC3)N=C(C4C(=O)N)C4=CC=C(C=C4)OC4=CC=CC=C4)C2)C=C1)=O